hydrogencarbonic acid C(O)(O)=O